4-chloro-5-(3,5-dichloro-6-methylpyrazine-2-carbonyl)-2-methyl-2H-indazole ClC=1C2=CN(N=C2C=CC1C(=O)C1=NC(=C(N=C1Cl)Cl)C)C